N1(CCCCC1)C1CCN(CC1)C1=C(C=NC2=CC=C(C=C12)C(=O)O)S(=O)(=O)C1=CC=C(C=C1)CC 4-([1,4'-bipiperidin]-1'-yl)-3-((4-ethylphenyl)sulfonyl)quinoline-6-carboxylic acid